(2,3-Bis(oleoyloxy)propyl)dimethylammonium phosphate P(=O)([O-])([O-])[O-].C(CCCCCCC\C=C/CCCCCCCC)(=O)OC(C[NH+](C)C)COC(CCCCCCC\C=C/CCCCCCCC)=O.C(CCCCCCC\C=C/CCCCCCCC)(=O)OC(C[NH+](C)C)COC(CCCCCCC\C=C/CCCCCCCC)=O.C(CCCCCCC\C=C/CCCCCCCC)(=O)OC(C[NH+](C)C)COC(CCCCCCC\C=C/CCCCCCCC)=O